FC(F)C1=C(NC(=C1NC1=CC=C(C=C1)O[Si](C(C)C)(C(C)C)C(C)C)C)C#N (difluoromethyl)-5-methyl-4-({4-[(triisopropylsilyl)oxy]phenyl}amino)pyrrole-2-carbonitrile